O=C1NC2=C(N1)C=CC=C2C(NC(=O)C2CC2)C2=CC=C(C=C2)C(C)C N-[(2-oxo-2,3-dihydro-1H-1,3-benzodiazol-4-yl)[4-(propan-2-yl)phenyl]methyl]cyclopropanecarboxamide